C(C)(C)(C)OC(N[C@@H]1C2=CC(=CC=C2CC12CCN(CC2)C2=NC(=CC(=N2)C#N)C)OC)=O (S)-(1'-(4-cyano-6-methylpyrimidin-2-yl)-5-methoxy-1,3-dihydrospiro[indene-2,4'-piperidin]-3-yl)carbamic acid tert-butyl ester